nickel-iron-chromium-aluminum-manganese [Mn].[Al].[Cr].[Fe].[Ni]